tert-butyl (2-(tert-butyldisulfanyl)ethyl)carbamate C(C)(C)(C)SSCCNC(OC(C)(C)C)=O